ethyl (2E)-4-(2-acetyl-5-fluorophenyl)but-2-enoate C(C)(=O)C1=C(C=C(C=C1)F)C/C=C/C(=O)OCC